C(C=C(C)C)(=O)Cl Senecioyl chloride